CC1(CN(C1)C=1C=NC(=NC1)CN[C@@H](COC1=NC(=NC(=C1)C1=C(C=CC=C1C)C)NS(=O)(=O)C=1C=C(C(=O)O)C=CC1)CCC(C)C)C 3-[[4-[(2R)-2-[[5-(3,3-Dimethylazetidin-1-yl)pyrimidin-2-yl]methylamino]-5-methyl-hexoxy]-6-(2,6-dimethylphenyl)pyrimidin-2-yl]sulfamoyl]benzoic acid